COCC1(CC1)CN (1-(Methoxymethyl)cyclopropyl)methanamine